CC1CCC(CC1)C(COCCC(C)C)(COCCC(C)C)CCC(CC(C)C)(CC(C)C)Cl 2-(4-methylcyclohexyl)-2-(3-chloro-3-isobutyl-5-methylhexyl)-1,3-diisopentoxypropane